((3aS,4R,6R,6aR)-6-(4-(bis(tert-butoxycarbonyl)amino)-5-ethynyl-7H-pyrrolo[2,3-d]Pyrimidin-7-yl)-2,2-dimethyltetrahydrothieno[3,4-d][1,3]dioxol-4-yl)methyl benzoate C(C1=CC=CC=C1)(=O)OC[C@H]1S[C@H]([C@@H]2OC(O[C@@H]21)(C)C)N2C=C(C1=C2N=CN=C1N(C(=O)OC(C)(C)C)C(=O)OC(C)(C)C)C#C